COCCOC(=O)C=1C(=C2C(=NC1)NC=C2)N[C@H]2CN(CC[C@H]2C)CC2=CC=CC=C2 4-(((3r,4r)-1-benzyl-4-methylpiperidin-3-yl)amino)-1H-pyrrolo[2,3-b]pyridine-5-carboxylic acid 2-methoxyethyl ester